ClC=1N=C(C2=C(N1)C=CO2)N2CCOCC2 2-chloro-4-morpholinofuro[3,2-d]pyrimidine